Octadecyl-4-hydroxy-3,5-dimethylbenzylmercapto-acetat C(CCCCCCCCCCCCCCCCC)OC(CSCC1=CC(=C(C(=C1)C)O)C)=O